FC1=C(CN)C=CC(=C1)CN1CC(C1)N1CCOCC1 (2-FLUORO-4-((3-MORPHOLINOAZETIDIN-1-YL)METHYL)BENZYL)AMIN